hexahydro-4-((trityloxy)methyl)-2H-cyclopenta[b]furan-2-one C(C1=CC=CC=C1)(C1=CC=CC=C1)(C1=CC=CC=C1)OCC1CCC2OC(CC21)=O